5-(8-Fluoroimidazo[1,2-a]pyridin-6-yl)-N-(cis-4-(methoxy-d3)cyclohexyl)-7H-pyrrolo[2,3-d]pyrimidin-2-amine FC=1C=2N(C=C(C1)C1=CNC=3N=C(N=CC31)N[C@@H]3CC[C@@H](CC3)OC([2H])([2H])[2H])C=CN2